N-[(3R)-5-[(4-chlorophenyl)methyl]-7-(5-ethyl-1H-1,2,4-triazol-3-yl)-8-fluoro-4-oxo-2,3-dihydro-1,5-benzothiazepine-3-yl]Carbamic acid tert-butyl ester C(C)(C)(C)OC(N[C@H]1CSC2=C(N(C1=O)CC1=CC=C(C=C1)Cl)C=C(C(=C2)F)C2=NNC(=N2)CC)=O